(-)-α-Phenylethylamine C1(=CC=CC=C1)C(C)N